(12AR)-9-bromo-8-fluoro-10-[(trimethylsilyl)ethynyl]-3,4,12,12a-tetrahydro-6H-pyrazino[2,1-c][1,4]benzoxazepine-2(1H)-carboxylic acid tert-butyl ester C(C)(C)(C)OC(=O)N1C[C@@H]2COC3=C(CN2CC1)C=C(C(=C3C#C[Si](C)(C)C)Br)F